dibenzo[B,d]thiophen-1-ylboronic acid C1(=CC=CC=2SC3=C(C21)C=CC=C3)B(O)O